5-cyclopropyl-2-(3-(trifluoromethoxy)pyridin-2-yl)-1H-pyrrole-3-carboxylic acid C1(CC1)C1=CC(=C(N1)C1=NC=CC=C1OC(F)(F)F)C(=O)O